5-[1-(2,6-Difluoro-phenyl)-piperidin-4-yl]-2-methyl-7-(2-trifluoromethyl-benzyl)-2,4,5,7-tetrahydro-pyrazolo[3,4-d]pyrimidin-6-on FC1=C(C(=CC=C1)F)N1CCC(CC1)N1C(N(C=2C(C1)=CN(N2)C)CC2=C(C=CC=C2)C(F)(F)F)=O